BrC=1C(=NN(N1)C1=NC=CC=C1)C(=O)OC methyl 5-bromo-2-(pyridin-2-yl)-2H-1,2,3-triazole-4-carboxylate